OCCOC=1C=CC=2N(C1)N=CC2C#N 6-(2-hydroxyethoxy)pyrazolo[1,5-a]pyridine-3-carbonitrile